2-behenyl-imidazole tert-butyl-N-[(1R)-1-(1,3-benzothiazol-2-yl)-3-carbamoylpropyl]carbamate C(C)(C)(C)OC(N[C@H](CCC(N)=O)C=1SC2=C(N1)C=CC=C2)=O.C(CCCCCCCCCCCCCCCCCCCCC)C=2NC=CN2